8-BROMO-6-CHLORO-3,4-DIHYDRO-2H-CHROMENE BrC=1C=C(C=C2CCCOC12)Cl